2-(tetrahydrofuran-2-yl)ethylamine O1C(CCC1)CCN